C(C1=CC=CC=C1)N(C=1C=C(C(=NC1OC)C(C(F)(F)F)=O)F)CC1=CC=CC=C1 1-(5-(dibenzylamino)-3-fluoro-6-methoxypyridin-2-yl)-2,2,2-trifluoroethan-1-one